4-((7,8-dimethoxy-5H-pyrido[3,2-b]indol-5-yl)methyl)benzenesulfonamide COC=1C(=CC=2C3=C(N(C2C1)CC1=CC=C(C=C1)S(=O)(=O)N)C=CC=N3)OC